C(C)(SCCCNC(=O)OC(C)(C)C)=O S-(3-((tert-butoxycarbonyl) amino) propyl) ethanethioate